N-(3-((1r,3r)-3-cyano-1-((4-methyl-4H-1,2,4-triazol-3-yl)methyl)cyclobutyl)phenyl)-7-((cyclohexylamino)methyl)-3,3-dimethyl-2,3-dihydrofuro[3,2-b]pyridine-5-carboxamide C(#N)C1CC(C1)(CC1=NN=CN1C)C=1C=C(C=CC1)NC(=O)C1=CC(=C2C(=N1)C(CO2)(C)C)CNC2CCCCC2